FC(C1(CC(C1)(F)F)C(=O)OC(C)C)F isopropyl 1-(difluoromethyl)-3,3-difluorocyclobutane-1-carboxylate